ClC1=CC(=C(C=C1)C1=C(N(N=N1)C)CN1NC=C(C=C1)N(C)C)F 2-[[5-(4-chloro-2-fluoro-phenyl)-3-methyl-triazol-4-yl]methyl]-5-(dimethylamino)pyridazin